acryloyloxyethyl-N,N-dimethyl-ammonium propyl-sulfate C(CC)OS(=O)(=O)[O-].C(C=C)(=O)OCC[NH+](C)C